C(C(=C)C)(=O)OC1(C2CC3CC(CC1C3)C2)C 2-Methacryloyloxy-2-methyladamantan